(5R)-4-(2,2-dimethylpropyl)-5,8,8-trimethyl-5-phenyl-9,10-dihydro-7H-benzo[b][1,8]naphthyridin-6-one CC(CC=1C=2[C@](C3=C(NC2N=CC1)CC(CC3=O)(C)C)(C3=CC=CC=C3)C)(C)C